Cl[Si]([Si](Cl)(C)C)(C)C 1,2-dichloro-tetramethyl-disilane